Cl.NC1C(NC(CC1)=O)=O 3-aminopiperidine-2,6-Dione hydrochloride